5-(3-aminopropoxy)-2-(2,6-dioxopiperidin-3-yl)isoindoline-1,3-dione hydrochloride Cl.NCCCOC=1C=C2C(N(C(C2=CC1)=O)C1C(NC(CC1)=O)=O)=O